NC(CC[SiH2]OC(OCC)OCC)C 3-aminobutyl(diethoxymethoxysilane)